tert-butyl ((1S)-3-methyl-1-(oxiran-2-yl)butyl)carbamate CC(C[C@@H](C1OC1)NC(OC(C)(C)C)=O)C